FC(C(C)(O)C=1N(C=C(N1)CC1=CC=NC=C1)COCC[Si](C)(C)C)(F)F 1,1,1-trifluoro-2-(4-(pyridin-4-ylmethyl)-1-((2-(trimethylsilyl)ethoxy)methyl)-1H-imidazol-2-yl)propan-2-ol